N-(4-((4-(3-methoxyazetidin-1-yl)-2-(N-methylmethanesulfonylamino)phenyl)amino)-2-methyl-3-oxo-2,3-dihydro-1H-pyrazolo[3,4-b]pyridin-6-yl)cyclopropanecarboxamide COC1CN(C1)C1=CC(=C(C=C1)NC1=C2C(=NC(=C1)NC(=O)C1CC1)NN(C2=O)C)NS(=O)(=O)CC